N-(1-Adamantylmethylsulfonyl)-4-[4-[3-[2-(3-hydroxyphenyl)ethynyl]-5-(trifluoromethyl)benzoyl]piperazin-1-yl]benzamide C12(CC3CC(CC(C1)C3)C2)CS(=O)(=O)NC(C2=CC=C(C=C2)N2CCN(CC2)C(C2=CC(=CC(=C2)C(F)(F)F)C#CC2=CC(=CC=C2)O)=O)=O